C(=O)(OCC1C2=CC=CC=C2C2=CC=CC=C12)C(COCCOCC(=O)O)N 2-[2-(2-Fmoc-amino-ethoxy)-ethoxy]-acetic acid